4-fluoropiperidine-1-carboxylate FC1CCN(CC1)C(=O)[O-]